(6-fluoro-2,4-di(methylsulfonyl)-9H-pyrimido[4,5-b]indol-8-yl)(methyl-d3)carbamic acid tert-butyl ester C(C)(C)(C)OC(N(C([2H])([2H])[2H])C=1C=C(C=C2C3=C(NC12)N=C(N=C3S(=O)(=O)C)S(=O)(=O)C)F)=O